3-Trifluoroacetamidopropyl 2,3,4,6-tetra-O-benzyl-α-D-glucopyranosyl-(1→3)-β-D-galactopyranosyl-(1→4)-2-acetamido-6-O-benzyl-2-deoxy-β-D-glucopyranoside C(C1=CC=CC=C1)O[C@H]1[C@H](O[C@@H]([C@H]([C@@H]1OCC1=CC=CC=C1)OCC1=CC=CC=C1)COCC1=CC=CC=C1)O[C@@H]1[C@H]([C@@H](O[C@@H]([C@@H]1O)CO)O[C@H]1[C@@H]([C@H]([C@H](OCCCNC(C(F)(F)F)=O)O[C@@H]1COCC1=CC=CC=C1)NC(C)=O)O)O